8'-(5-{[Butyl(methyl)sulfamoyl]amino}-6-[3-(dimethylamino)propoxy]pyridin-3-yl)-3'-methyl-2',3'-dihydrospiro[cyclobutane-1,1'-pyrrolo[2,3-c]quinoline]-2'-one C(CCC)N(S(=O)(=O)NC=1C=C(C=NC1OCCCN(C)C)C1=CC=2C3=C(C=NC2C=C1)N(C(C31CCC1)=O)C)C